1-butyl-1-ethyl-3,3-dimethylguanidine C(CCC)N(C(=N)N(C)C)CC